4-phenylbenzyl ether C1(=CC=CC=C1)C1=CC=C(COCC2=CC=C(C=C2)C2=CC=CC=C2)C=C1